Pyridin-2-thion-N-oxid [NH+]1(C(C=CC=C1)=S)[O-]